C1(CC1)C1=NN(C=N1)C1CC2(CN(C2)C(=O)N2CC3(CN(C3)S(=O)(=O)NCC3=CC=C(C=C3)F)C2)C1 6-[6-(3-cyclopropyl-1,2,4-triazol-1-yl)-2-azaspiro[3.3]heptane-2-carbonyl]-N-[(4-fluorophenyl)methyl]-2,6-diazaspiro[3.3]heptane-2-sulfonamide